4-bromo-2-(1-cyano-2-methoxy-2-oxoethyl)-6-fluorobenzoic acid methyl ester COC(C1=C(C=C(C=C1F)Br)C(C(=O)OC)C#N)=O